1H-imidazo[4,5-b]Pyridine-5-carboxylic acid methyl ester COC(=O)C1=CC=C2C(=N1)N=CN2